(2-chloroethyl)trimethylammonium bromide [Br-].ClCC[N+](C)(C)C